radium hydrogencarbonate C(O)([O-])=O.[Ra+2].C(O)([O-])=O